amino-7-chloro-9,13B-dihydro-1H-dibenzo[C,f]imidazo[1,5-a]azepine NC1N=CN2C1C1=C(CC3=C2C=CC(=C3)Cl)C=CC=C1